ClC1=C(C=CC(=C1)C)C(CNC(=O)C1=C(N=NC=2CCCCC12)SC1=C(C(=CC=C1)C1CC1)F)(F)F N-[2-(2-chloro-4-methylphenyl)-2,2-difluoroethyl]-3-[(3-cyclopropyl-2-fluorophenyl)thio]-5,6,7,8-tetrahydrocinnoline-4-carboxamide